(R)-(1-(5-(2-fluorophenyl)pyridin-2-yl)-2-oxopiperidin-3-yl)carbamic acid tert-butyl ester C(C)(C)(C)OC(N[C@H]1C(N(CCC1)C1=NC=C(C=C1)C1=C(C=CC=C1)F)=O)=O